(R)-1-bromo-6-(tert-butyl)-2-(3-methoxypropoxy)-10-oxo-6,10-dihydro-5H-pyrazolo[1,5-a]pyrido[2,1-c]pyrazine-9-carboxylic Acid BrC=1C(=NN2C1C=1N([C@@H](C2)C(C)(C)C)C=C(C(C1)=O)C(=O)O)OCCCOC